2-(bromomethyl)-6-chloro-3-fluoropyridine BrCC1=NC(=CC=C1F)Cl